CC1=C(C=CC(=C1)C)C1=CC=C(S1)C(=O)NC(C)C 5-(2,4-dimethylphenyl)-N-isopropylthiophene-2-carboxamide